1-Methyl-2-(6-trifluoromethyl-benzothiazol-2-ylamino)-1H-benzoimidazole-5-carboxylic acid ((R)-2-hydroxy-propyl)-amide O[C@@H](CNC(=O)C1=CC2=C(N(C(=N2)NC=2SC3=C(N2)C=CC(=C3)C(F)(F)F)C)C=C1)C